tert-butyl N-[2-[2-[2-[2-[2-[4-[(2,4-dimethoxyphenyl)methylamino]cinnolin-7-yl]-4-(4,4,5,5-tetramethyl-1,3,2-dioxaborolan-2-yl)phenoxy]ethoxy]ethoxy]ethoxy]ethyl]carbamate COC1=C(C=CC(=C1)OC)CNC1=CN=NC2=CC(=CC=C12)C1=C(OCCOCCOCCOCCNC(OC(C)(C)C)=O)C=CC(=C1)B1OC(C(O1)(C)C)(C)C